ClC1=CC=C(CC2=NC=C(C(=N2)OC2CCN(CC2)CC2=NC=3C(=NC=C(C3)C([O-])=N)N2C[C@H]2OCC2)F)C=C1 (S)-2-((4-((2-(4-chlorobenzyl)-5-fluoropyrimidin-4-yl) oxy) piperidin-1-yl) methyl)-3-(oxetan-2-ylmethyl)-3H-imidazo[4,5-b]pyridine-6-carboximidate